CS(=NC(C1=CC=C(C=C1)CC1=NOC(=N1)C(F)(F)F)=O)(C1=NC=CC=C1)=O N-(methyl(oxo)(pyridin-2-yl)-λ6-sulfaneylidene)-4-((5-(trifluoromethyl)-1,2,4-oxadiazol-3-yl)methyl)benzamide